2-(cyclohexyl(methyl)amino)-N-(5-ethylthiazol-2-yl)-5-(morpholinosulfonyl)benzamide C1(CCCCC1)N(C1=C(C(=O)NC=2SC(=CN2)CC)C=C(C=C1)S(=O)(=O)N1CCOCC1)C